N-((3R,4S)-1-(6-(4-chlorophenyl)-2-(pyridin-3-yl)pyrimidin-4-yl)4-hydroxypyrrolidin-3-yl)acetamide ClC1=CC=C(C=C1)C1=CC(=NC(=N1)C=1C=NC=CC1)N1C[C@H]([C@H](C1)O)NC(C)=O